(+)-Benzyl N-[(1R,3S)-3-cyclopropoxycyclohexyl]-N-methylcarbamate C1(CC1)O[C@@H]1C[C@@H](CCC1)N(C(OCC1=CC=CC=C1)=O)C